2-(3-decanamidopropionamido)acetic acid C(CCCCCCCCC)(=O)NCCC(=O)NCC(=O)O